C=1(O)C2=C(C(O)=CC1)C1C(COCC3C2O3)O1 hydroquinonediglycidyl ether